BrC1=CC=C(C(=O)NC2=C(C=CC=C2)NS(=O)(=O)C=2SC=CC2)C=C1 4-bromo-N-(2-(thiophene-2-sulfonamido)phenyl)benzamide